FC=1C=C(C=C(C1F)C(F)(F)F)CO (3,4-difluoro-5-(trifluoromethyl)phenyl)methanol